(2r,5s)-5-[2-(4-chloro-3-fluorophenoxy)acetamido]-N-[1-(2,2-difluorocyclopropyl)-1H-pyrazol-3-yl]piperidine-2-carboxamide ClC1=C(C=C(OCC(=O)N[C@H]2CC[C@@H](NC2)C(=O)NC2=NN(C=C2)C2C(C2)(F)F)C=C1)F